ClC1=NC(=CC(=N1)C1(CCOCC1)C#N)N1[C@@H](COCC1)C (R)-4-(2-chloro-6-(3-methylmorpholino)pyrimidin-4-yl)tetrahydro-2H-pyran-4-carbonitrile